p-methoxyphenyl-cyclopropane COC1=CC=C(C=C1)C1CC1